(2-CHLORO-6-ETHOXY-4-FORMYLPHENOXY)ACETIC ACID ClC1=C(OCC(=O)O)C(=CC(=C1)C=O)OCC